N-(1-cyano-4-dimethylamino-4-phenyl-cyclohexyl)-2,2,2-trifluoro-acetamide C(#N)C1(CCC(CC1)(C1=CC=CC=C1)N(C)C)NC(C(F)(F)F)=O